FC(C1=NN(C=C1N)C1CCN(CC1)CC1CCC2(CCN(CC2)C(C2=CC(=C(C=C2)C)N2C(NC(CC2)=O)=O)=O)CC1)F (3-(Difluoromethyl)-1-(1-((3-(3-(2,4-dioxotetrahydropyrimidine-1(2H)-yl)-4-methylbenzoyl)-3-azaspiro[5.5]undec-9-yl)methyl)piperidin-4-yl)-1H-pyrazol-4-yl)ammonia